2-bromo-5-(N-methyl-2,2-diphenylacetamido)pyrimidine-4-carboxylic acid ethyl ester C(C)OC(=O)C1=NC(=NC=C1N(C(C(C1=CC=CC=C1)C1=CC=CC=C1)=O)C)Br